C(C)C=1C(=C(C(=CC1B1OC(C(O1)(C)C)(C)C)F)O)F 3-ethyl-2,6-difluoro-4-(4,4,5,5-tetramethyl-1,3,2-dioxaborolan-2-yl)phenol